OCC1=C(C=CC=C1)C=1C(=CC=CC1)S(=O)(=O)NCOC 2'-(hydroxymethyl)-N-(methoxymethyl)-[1,1'-biphenyl]-2-sulfonamide